7,8-dihydro-6H-[1,6]naphthyridin-5-one N1=CC=CC=2C(NCCC12)=O